[Si](C)(C)(C(C)(C)C)OC=1C=C(C2=CC=CC=C2C1)C1CCC=2C(=NC(=NC2C1)S(=O)(=O)C)N1[C@H](CN(CC1)C(=O)OC(C)(C)C)C tert-butyl (3S)-4-[7-[3-[tert-butyl(dimethyl)silyl]oxy-1-naphthyl]-2-methylsulfonyl-5,6,7,8-tetrahydroquinazolin-4-yl]-3-methyl-piperazine-1-carboxylate